Lithium Sulfat S(=O)(=O)([O-])[O-].[Li+].[Li+]